OC(C)(C)C1=CC=CC(=N1)NC=1C2=C(N=C(N1)NC=1C=NN(C1)C1CCN(CC1)C(C)=O)SC=C2C 1-(4-(4-((4-((6-(2-hydroxypropan-2-yl)pyridin-2-yl)amino)-5-methylthieno[2,3-d]pyrimidin-2-yl)amino)-1H-pyrazol-1-yl)piperidin-1-yl)ethan-1-one